Gold thiomalic Acid C(C(S)CC(=O)O)(=O)O.[Au]